β-(3,4-epoxycyclohexyl)ethyldimethoxyethoxyisopropylsilane C1(CC2C(CC1)O2)CC[SiH](C(C)C)OCC(OC)OC